5-Bromo-6-chloro-2-(methylthio)pyrimidin-4-amine BrC=1C(=NC(=NC1Cl)SC)N